N-(5-cyclobutoxy-pyridin-2-yl)-2-((S)-4,4-difluoro-3-(6-oxo-1,6-dihydropyridin-3-yl)piperidin-1-yl)propanamide C1(CCC1)OC=1C=CC(=NC1)NC(C(C)N1C[C@@H](C(CC1)(F)F)C1=CNC(C=C1)=O)=O